2-(2-acetamidopyridin-4-yl)-N-(5-(3-((tertbutyldimethylsilyl)oxy)piperidin-1-yl)-2-morpholinothiazolo[4,5-b]pyridin-6-yl)oxazole-4-carboxamide C(C)(=O)NC1=NC=CC(=C1)C=1OC=C(N1)C(=O)NC=1C=C2C(=NC1N1CC(CCC1)O[Si](C)(C)C(C)(C)C)N=C(S2)N2CCOCC2